((1s,3s)-3-Hydroxy-3-methylcyclobutyl)(7-(p-tolyl)-2-azaspiro[3.5]nonan-2-yl)methanon OC1(CC(C1)C(=O)N1CC2(C1)CCC(CC2)C2=CC=C(C=C2)C)C